tetraoxy ether O1OOOO1